ClC=1C(=C(C(=CC1)OC(F)F)C1=CN=C(C(=N1)C(=O)O)C)F 6-(3-chloro-6-(difluoromethoxy)-2-fluorophenyl)-3-methylpyrazine-2-carboxylic acid